O1CCC(CC1)SCC=O 2-(OXAN-4-YLSULFANYL)ACETALDEHYDE